tert-butyl (3S)-3-formyl-7-(methoxymethoxy)-3,4-dihydro-1H-isoquinoline-2-carboxylate C(=O)[C@H]1N(CC2=CC(=CC=C2C1)OCOC)C(=O)OC(C)(C)C